(R)-6-bromo-2-((5-chloro-2-methoxyphenyl)(1H-indole-2-yl)methyl)isoindolin-1-one BrC1=CC=C2CN(C(C2=C1)=O)[C@@H](C=1NC2=CC=CC=C2C1)C1=C(C=CC(=C1)Cl)OC